5-Benzyl-2-phenylbenzene-1,3-diol C(C1=CC=CC=C1)C=1C=C(C(=C(C1)O)C1=CC=CC=C1)O